4-amino-N'-(2-methoxyethyl)-N',1-dimethyl-N-((5-(trifluoromethyl)pyridin-2-yl)methyl)-1H-pyrazolo[4,3-c]quinoline-8-carbohydrazide NC1=NC=2C=CC(=CC2C2=C1C=NN2C)C(=O)N(N(C)CCOC)CC2=NC=C(C=C2)C(F)(F)F